7-tert-butyl-1,4-benzodioxin C(C)(C)(C)C=1C=CC2=C(OC=CO2)C1